C=CC (E)-propene